6-(6,8-dihydro-5H-imidazo[1,2-a]pyrazin-7-yl)-2-[(2R)-3-(3,4-dihydro-1H-isoquinolin-2-yl)-2-hydroxy-propyl]-3,4-dihydroisoquinolin-1-one N=1C=CN2C1CN(CC2)C=2C=C1CCN(C(C1=CC2)=O)C[C@@H](CN2CC1=CC=CC=C1CC2)O